2-(2-amino-9-((2R,3S,4S,5R)-4-fluoro-3-hydroxy-5-(hydroxymethyl)tetrahydrofuran-2-yl)-6,8-dioxo-1,6,8,9-tetrahydro-7H-purin-7-yl)-N-(methylsulfonyl)acetamide NC=1NC(C=2N(C(N(C2N1)[C@@H]1O[C@@H]([C@H]([C@H]1O)F)CO)=O)CC(=O)NS(=O)(=O)C)=O